ethyl 5-bromo-1,2,4-thiadiazole-3-carboxylate BrC1=NC(=NS1)C(=O)OCC